7-ethyl-2-((4-methyl-6-(1-methyl-1H-imidazol-4-yl)pyridin-3-yl)amino)-9-(tetrahydro-2H-pyran-4-yl)-7,9-dihydro-8H-purin-8-one C(C)N1C(N(C2=NC(=NC=C12)NC=1C=NC(=CC1C)C=1N=CN(C1)C)C1CCOCC1)=O